N,N-dimethyl-2-ethylacrylamide CN(C(C(=C)CC)=O)C